(5-chloro-1H-indol-1-yl)(6-(4-(trifluoromethyl)phenyl)pyrazin-2-yl)methanone ClC=1C=C2C=CN(C2=CC1)C(=O)C1=NC(=CN=C1)C1=CC=C(C=C1)C(F)(F)F